FC1=C(C(=CC2=CC=C(C=C12)\C=C\COC)O)N1CC(NS1(=O)=O)=O 5-{1-fluoro-3-hydroxy-7-[(1E)-3-methoxyprop-1-en-1-yl]naphthalen-2-yl}-1λ6,2,5-thiadiazolidine-1,1,3-trione